triacetamidopropyl ether C(C)(=O)NC(CCOCCC(NC(C)=O)(NC(C)=O)NC(C)=O)(NC(C)=O)NC(C)=O